(E)-N-hydroxy-3-(2-(2-oxo-4-(4-(trifluoromethyl)phenyl)piperazin-1-yl)phenyl)acrylamide ONC(\C=C\C1=C(C=CC=C1)N1C(CN(CC1)C1=CC=C(C=C1)C(F)(F)F)=O)=O